copper Titanium-copper [Cu].[Ti].[Cu]